C1(=CC=CC=C1)NC(CCCCC(=O)NC1=CC=CC=C1)=O N,N'-diphenyladipamide